N(=NC(CCC(=O)[O-])(C)C#N)C(CCC(=O)[O-])(C)C#N.[K+].[K+] potassium 4,4'-azobis(4-cyanovalerate)